C(C)(C)(C)OC(=O)C=1C=NNC1CCCCCO 5-(5-hydroxypentyl)-1H-pyrazole-4-carboxylic acid tert-butyl ester